trans-4-[3-(fluoromethyl)azetidin-1-yl]cyclohexylamine hydrochloride Cl.FCC1CN(C1)[C@@H]1CC[C@H](CC1)N